(4-((3-ethyl-2-oxo-1,2,3,4-tetrahydroquinazolin-7-yl)methyl)piperazin-1-yl)-N-methylpicolinamide C(C)N1C(NC2=CC(=CC=C2C1)CN1CCN(CC1)C=1C(=NC=CC1)C(=O)NC)=O